N1(C=NC=C1)C(CSC)=N 1-(1H-imidazol-1-yl)-2-(methylthio)ethan-1-imine